C(C)(C)(C)C=1C=C(C=C(C1O)C(C)(C)C)C(C(=O)NCCCCCCNC(C(C)C1=CC(=C(C(=C1)C(C)(C)C)O)C(C)(C)C)=O)C N,N'-hexamethylenebis(3,5-di-tert-butyl-4-hydroxyphenyl-propanamide)